ethyl (4-(2-chloro-4-fluorophenyl)-2-oxo-2H-chromen-7-yl)carbamate ClC1=C(C=CC(=C1)F)C1=CC(OC2=CC(=CC=C12)NC(OCC)=O)=O